(S)-N'-((7-fluorotricyclo[6.2.0.03,6]deca-1,3(6),7-trien-2-yl)carbamoyl)-2,2-dimethyl-2,3-dihydropyrazolo[5,1-b]oxazole-7-sulfonimidamide FC=1C=2CCC2C(=C2CCC12)NC(=O)N=[S@@](=O)(N)C=1C=NN2C1OC(C2)(C)C